C(C)(C)(C)C=1C=C(N(N1)C1CC1)C(=O)N (5-tert-butyl-2-cyclopropylpyrazol-3-yl)carboxamide